(R)-6-chloro-3-((1-(3,6-dimethyl-4-oxo-2-(1-phenylcyclopropyl)-3,4-dihydroquinazolin-8-yl)ethyl)amino)-N-(methylsulfonyl)picolinamide ClC1=CC=C(C(=N1)C(=O)NS(=O)(=O)C)N[C@H](C)C=1C=C(C=C2C(N(C(=NC12)C1(CC1)C1=CC=CC=C1)C)=O)C